1-(2,2-dimethyltetrahydro-2H-pyran-4-yl)-2-(1,3-thiazol-4-ylmethyl)-1H-imidazo[4,5-c]quinoline CC1(OCCC(C1)N1C(=NC=2C=NC=3C=CC=CC3C21)CC=2N=CSC2)C